C(C)(C)(C)NS(=O)(=O)C1=CSC(=C1)C(=O)N1CC2(C3=CC(=CC=C13)NS(=O)(=O)C)CCCCC2 N-(tert-butyl)-5-(5'-(methylsulfonamido)spiro[cyclohexane-1,3'-indoline]-1'-carbonyl)thiophene-3-sulfonamide